FC=1C=C(C=CC1C(F)(F)F)N1C=NN(C1=O)CC1=CC(=C(OC(C(=O)O)(C)C)C(=C1)C)C 2-(4-((4-(3-fluoro-4-(trifluoromethyl)phenyl)-5-oxo-4,5-dihydro-1H-1,2,4-triazol-1-yl)methyl)-2,6-dimethylphenoxy)-2-methylpropanoic acid